C1(C2C(CC1)O2)OC2C1C(CC2)O1 bis(2,3-epoxy-cyclopentyl) ether